N-methyl-N-octadecyl-4-(octadecyl)anilinium tetrakis(heptafluoronaphthalen-2-yl)borate FC=1C(=C(C(=C2C(=C(C(=C(C12)F)[B-](C1=C(C2=C(C(=C(C(=C2C(=C1F)F)F)F)F)F)F)(C1=C(C2=C(C(=C(C(=C2C(=C1F)F)F)F)F)F)F)C1=C(C2=C(C(=C(C(=C2C(=C1F)F)F)F)F)F)F)F)F)F)F)F.C[NH+](C1=CC=C(C=C1)CCCCCCCCCCCCCCCCCC)CCCCCCCCCCCCCCCCCC